4-hydroxy-N-{[4-(4-methyl-1,3-thiazol-5-yl)phenyl]Methyl}-pyrrolidine-2-carboxamide OC1CC(NC1)C(=O)NCC1=CC=C(C=C1)C1=C(N=CS1)C